Cl.N[C@H](C(=O)OC(C(=O)N(C)C)C(C)C)CC1=CC(=CC=C1)S(=O)(=O)N1CC(C1)(C1=CC=CC=C1)OC1=CC=C(C=C1)C(N)=O 1-(Dimethylamino)-3-methyl-1-oxobutan-2-yl (2S)-2-amino-3-{3-[3-(4-carbamoylphenoxy)-3-phenylazetidin-1-sulfonyl]phenyl}propanoate monohydrochloride